4-(3-(2-amino-5H-pyrrolo[3,2-d]pyrimidin-7-yl)-2-fluorophenyl)-2-(thiazol-2-yl)but-3-yn-2-ol NC=1N=CC2=C(N1)C(=CN2)C=2C(=C(C=CC2)C#CC(C)(O)C=2SC=CN2)F